COCC(=O)N1CC2=C(CCC1)NN=C2C(=O)N2CCC(CC2)C2=C(C=CC=C2)C(F)(F)F 2-methoxy-1-(3-(4-(2-(trifluoromethyl)phenyl)piperidine-1-carbonyl)-4,6,7,8-tetrahydropyrazolo[4,3-c]azepin-5(1H)-yl)ethan-1-one